CC1=C(C(=C(C1([Hf](C1(C=CC2=CC=3CC(CC3C=C12)(C)C)C(C)C)(C)C)C)C)C)C Pentamethylcyclopentadienyl-dimethyl-(1-isopropyl-6,6-dimethyl-1,5,6,7-tetrahydro-s-indacenyl)hafnium